ClC1=CC=CC(=N1)N1N=C(C(=C1)C(=O)NC1=NC(=CC=C1)C=1N2C(=NN1)CC[C@@H]2C)OC (S)-1-(6-chloropyridin-2-yl)-3-methoxy-N-(6-(5-methyl-6,7-dihydro-5H-pyrrolo[2,1-c][1,2,4]triazol-3-yl)pyridin-2-yl)-1H-pyrazole-4-carboxamide